(2S)-1-[2-[4'-fluoro-2'-oxo-3-(2H-pyrazolo[4,3-b]pyridin-5-yloxy)spiro[cyclobutane-1,3'-indoline]-1'-yl]acetyl]pyrrolidine-2-carbonitrile FC1=C2C3(C(N(C2=CC=C1)CC(=O)N1[C@@H](CCC1)C#N)=O)CC(C3)OC=3C=CC=1C(N3)=CNN1